N-((4,4-difluorocyclohexyl)(5-(2-methoxy-1-(2-oxo-4-(trifluoromethyl)imidazolidin-1-yl)ethyl)benzo[d]oxazol-2-yl)methyl)-2,2-difluoro-2-(6-methoxy-pyridin-3-yl)acetamide FC1(CCC(CC1)C(NC(C(C=1C=NC(=CC1)OC)(F)F)=O)C=1OC2=C(N1)C=C(C=C2)C(COC)N2C(NC(C2)C(F)(F)F)=O)F